O1N=C(C2=C1C=CC=C2)C=C2C(NC1=CC=CC=C21)=O 3-(benzo[d]isoxazol-3-ylmethylene)indol-2-one